2-(3-nitrobenzylidene)acetoacetic acid [N+](=O)([O-])C=1C=C(C=C(C(=O)O)C(=O)C)C=CC1